(S)-4'-((1R,5S)-3,8-diazabicyclo[3.2.1]octan-3-yl)-2'-(((S)-1-methylpyrrolidin-2-yl)methoxy)-3,4,5',8'-tetrahydro-1H,6'H-spiro[naphthalene-2,7'-quinazoline] [C@H]12CN(C[C@H](CC1)N2)C2=NC(=NC=1C[C@@]3(CCC21)CC2=CC=CC=C2CC3)OC[C@H]3N(CCC3)C